COC1=CC(=NC=C1C1CCNCC1)N 4-Methoxy-5-(piperidin-4-yl)pyridin-2-amine